C(C)(C)(C)C=1C=CC(=C(C1)CN)OC (5-(tertiary butyl)-2-methoxyphenyl)methylamine